C1(CCCC1)N(CCC=O)CC 3-[CYCLOPENTYL(ETHYL)AMINO]PROPANAL